Di-tert-butyl [3-(3-(4-vinylbenzyl)isoxazol-5-yl)pyridin-2-yl]imidodicarbonate C(=C)C1=CC=C(CC2=NOC(=C2)C=2C(=NC=CC2)N(C(=O)OC(C)(C)C)C(=O)OC(C)(C)C)C=C1